methyl 3-[[4-[3-(tert-butoxy carbonylamino)-1-methyl-propyl]-6-(2,6-dimethylphenyl)pyrimidin-2-yl]sulfamoyl]benzoate C(C)(C)(C)OC(=O)NCCC(C)C1=NC(=NC(=C1)C1=C(C=CC=C1C)C)NS(=O)(=O)C=1C=C(C(=O)OC)C=CC1